OC[C@@H](C)[C@H]1CC[C@H]2[C@@H]3[C@H]4[C@@H](C5=CC(CC[C@]5(C)[C@H]3CC[C@]12C)=O)O4 (6α,7α,20S)-6,7-epoxy-20-hydroxymethyl-pregn-4-en-3-one